4-methyl-1,8-dimercapto-3,6-dithiaoctane CC(SCCS)CSCCS